BrC1=CC(=C2C(=C(C=C3C4=C(C=C(C=5C(=CC=C(C1=C23)C45)C(=O)O)C(=O)O)Br)Br)C(O)=NCCCCCCCCCCC)C(O)=NCCCCCCCCCCC 1,5,7-tribromo-N,N'-bis(undecyl)perylene-3,4,9,10-tetracarboxylic acid diimine